tert-butyl (R)-3-(4-(3-cyano-4-methoxypyrazolo[1,5-a]pyridin-6-yl)-1H-pyrazol-1-yl)piperidine-1-carboxylate C(#N)C=1C=NN2C1C(=CC(=C2)C=2C=NN(C2)[C@H]2CN(CCC2)C(=O)OC(C)(C)C)OC